Benzo[C][1,2,5]oxadiazol-5-amine N=1ON=C2C1C=CC(=C2)N